C(CCC)N(C(CC(C1=CC=CC=C1)=O)=O)CCCC.[Zr] zirconium N,N-dibutyl-3-oxo-3-phenylpropionamide